C(#N)C1=CC(=CS1)COC1=CC=CC(=N1)C1=CC(=C(CC2=NC3=C(N2C[C@H]2OCC2)C=C(C=C3)C(=O)O)C=C1F)F (S)-2-(4-(6-((5-cyanothiophen-3-yl)methoxy)pyridin-2-yl)-2,5-difluorobenzyl)-1-(oxetan-2-ylmethyl)-1H-benzo[d]imidazole-6-carboxylic acid